CC1=CC(=C(C=C1C)N1C(SCC1=O)=N)COCC(F)(F)F 3-(4,5-dimethyl-2-((2,2,2-trifluoroethoxy)methyl)phenyl)-2-iminothiazolidin-4-one